3,5-bis(adamantan-1-yl)2-hydroxybenzenethiol C12(CC3CC(CC(C1)C3)C2)C=2C(=C(C=C(C2)C23CC1CC(CC(C2)C1)C3)S)O